The molecule is a phorbol ester that is 4-deoxyphorbol in which the hydroxy groups at positions 12 and 13 have been replaced by octa-2,4-dienoyloxy and acetyloxy groups respectively. It has a role as a plant metabolite. It is a phorbol ester, an acetate ester and a primary allylic alcohol. CCC/C=C/C=C\\C(=O)O[C@@H]1[C@H]([C@@]2([C@@H]3C=C(C(=O)[C@@H]3CC(=C[C@H]2[C@H]4[C@@]1(C4(C)C)OC(=O)C)CO)C)O)C